N-[4-(2-amino-2-oxoethyl)phenyl]-p-menthyl-formamide NC(CC1=CC=C(C=C1)N(C=O)C1CC(CCC1C(C)C)C)=O